5-(8-((1S,2S)-2-(2'-oxo-1'-(2,2,2-trifluoroethyl)spiro[cyclopropane-1,3'-indolin]-6'-yl)cyclopropyl)imidazo[1,2-b]pyridazin-6-yl)pyrimidine-2,4(1H,3H)-dione O=C1N(C2=CC(=CC=C2C12CC2)[C@@H]2[C@H](C2)C=2C=1N(N=C(C2)C=2C(NC(NC2)=O)=O)C=CN1)CC(F)(F)F